CC=1N=C2N(N=C(C=C2)C2=CNC=3N=C(N=CC32)CCC(F)(F)F)C1 5-(2-methylimidazo[1,2-b]pyridazin-6-yl)-2-(3,3,3-trifluoropropyl)-7H-pyrrolo[2,3-d]pyrimidine